CC1(OB(OC1(C)C)C(=C)[C@@H]1CC[C@H](CC1)NC(OC(C)(C)C)=O)C tert-butyl N-[trans-4-[1-(4,4,5,5-tetramethyl-1,3,2-dioxaborolan-2-yl)vinyl]cyclohexyl]carbamate